hexyl thioctate CCCCCCOC(=O)CCCCC1CCSS1